FC(C=1C(=CNC(C1)=O)C(=O)NC1=C(C=C(C(=C1)C1=NC(=NC=C1)N1C[C@H](O[C@H](C1)C)C)F)N1C[C@@H](N([C@@H](C1)C)C)C)F |r| 4-(difluoromethyl)-N-[4-fluoro-5-[2-[rac-(2R,6S)-2,6-dimethylmorpholin-4-yl]pyrimidin-4-yl]-2-[rac-(3S,5R)-3,4,5-trimethylpiperazin-1-yl]phenyl]-6-oxo-1H-pyridine-3-carboxamide